Cl.ClC1=CC=C(N=N1)NC1C[C@@H]2[C@@H](CNC2)C1 (3aR,5s,6aS)-N-(6-Chloropyridazin-3-yl)octahydrocyclopenta[c]pyrrol-5-amine hydrochloride